(2-bromoacetyl)-2-hydroxybenzyl alcohol BrCC(=O)C(C1=C(C=CC=C1)O)O